BrC=1N=CC(=NC1)N1CCC2(CC1)[C@@H](C1=CC=CC=C1C2)N[S@](=O)C(C)(C)C (R)-N-((S)-1'-(5-bromopyrazin-2-yl)-1,3-dihydrospiro[indene-2,4'-piperidin]-1-yl)-2-methylpropane-2-sulfinamide